CN(C1=CC=C(S1)C=C1C(=NOC1=O)C(=O)OCC)C ethyl 4-((5-(dimethylamino)thiophen-2-yl)methylene)-5-oxo-4,5-dihydroisoxazole-3-carboxylate